5-ethyltetrazolo[1,5-a]pyridine C(C)C1=CC=CC=2N1N=NN2